FC(OC1=CC=C(C=N1)N1CC=2C(=NC=CC2C1=O)C1=C(C=C(C=C1)F)OCCOC(F)(F)F)F 2-[6-(difluoromethoxy)pyridin-3-yl]-4-{4-fluoro-2-[2-(trifluoromethoxy)ethoxy]phenyl}-2,3-dihydro-1H-pyrrolo[3,4-c]pyridin-1-one